C(C=C(C)C)C1=C(C2=CC=CC=C2C=C1)C monoprenyl-methylnaphthalene